ClC1=CC=C(CNC(=O)NC2CC3(C2)CC(C3)OCC=3C=NC=CC3)C=C1 1-(4-chlorobenzyl)-3-(6-(pyridin-3-ylmethoxy)spiro[3.3]heptan-2-yl)urea